tert-butyl (3R,4S)-4-((4-(3-(2,6-dioxopiperidin-3-yl)-5-fluoro-1-methyl-1H-indazol-6-yl)piperidin-1-yl)methyl)-3-fluoropiperidine-1-carboxylate O=C1NC(CCC1C1=NN(C2=CC(=C(C=C12)F)C1CCN(CC1)C[C@H]1[C@H](CN(CC1)C(=O)OC(C)(C)C)F)C)=O